FC(C1=C(OC=2CCC=3C=NNC3C21)C(=O)[O-])(F)F 8-(trifluoromethyl)-4,5-dihydro-1H-furo[2,3-g]indazole-7-carboxylate